COC=1C=C(C=C(C1N)OC)O 3,5-dimethoxy-4-aminophenol